(5-(2-aminopropyl)furan-3-yl)(4-(5-(trifluoromethyl)pyrimidin-2-yl)piperazin-1-yl)methanone NC(CC1=CC(=CO1)C(=O)N1CCN(CC1)C1=NC=C(C=N1)C(F)(F)F)C